C1(CC(CCC1)CN)CN 1,3-cyclohexane-bis-(methylamine)